CSC=1SC=CN1 2-methylsulfanyl-1,3-thiazole